C(#N)C1CC2(C1)C[C@H](N(CC2)CC2=C1C=CNC1=C(C=C2OC)C)C2=CC=C(C(=O)N[C@@H](CC(=O)O)C)C=C2 (R)-3-(4-((2R,4s,6S)-2-cyano-7-((5-methoxy-7-methyl-1H-indol-4-yl)methyl)-7-azaspiro[3.5]nonan-6-yl)benzamido)butanoic acid